3-formyl-(1,1')biphenyl-3-amine C(=O)C1(CC(=CC=C1)C1=CC=CC=C1)N